(2RS)-3-hydroxy-2-phenylpropionic acid-(1R,3r,5S)-8-isopropyl-8-azabicyclo[3.2.1]octan-3-yl ester C(C)(C)N1[C@H]2CC(C[C@@H]1CC2)OC([C@@H](CO)C2=CC=CC=C2)=O |&1:13|